(S)-N-(7-((1-hydroxycyclobutyl)ethynyl)-5-methyl-4-oxo-2,3,4,5-tetrahydropyrido[3,2-b][1,4]oxazepin-3-yl)-4-phenoxypicolinamide OC1(CCC1)C#CC=1C=CC=2OC[C@@H](C(N(C2N1)C)=O)NC(C1=NC=CC(=C1)OC1=CC=CC=C1)=O